OC1CC2C(CN(C2)C(=O)[O-])C1 5-Hydroxyhexahydrocyclopenta[C]pyrrole-2(1H)-carboxylate